2-Methoxyethyl-(2RS)-2-[2-({2-chloro-4-fluoro-5-[3-methyl-2,6-dioxo-4-(trifluoromethyl)-3,6-dihydropyrimidin-1(2H)-yl]phenyl} sulfanyl)phenoxy]propanoat COCCOC([C@@H](C)OC1=C(C=CC=C1)SC1=C(C=C(C(=C1)N1C(N(C(=CC1=O)C(F)(F)F)C)=O)F)Cl)=O |r|